(S)-2-chloro-N-(5-chloro-6-(2H-1,2,3-triazol-2-yl)pyridin-3-yl)-8-hydroxy-9,9-dimethyl-8,9-dihydropyrazolo[1,5-a]pyrido[2,3-e]pyrimidine-6(7H)-carboxamide ClC1=NN2C(N=CC3=C2C([C@@H](CN3C(=O)NC=3C=NC(=C(C3)Cl)N3N=CC=N3)O)(C)C)=C1